C(C)O/C=C/C(C(=O)OCC)=O Ethyl (E)-4-ethoxy-2-oxo-but-3-enoate